FC1(OC2=C(O1)C=CC(=C2)C(=O)O)F 2,2-difluorobenzo[d][1,3]dioxolane-5-carboxylic acid